C[C@@H]1N(CCN(C1)C)C=1C=CC(=C(C(=O)N[C@H](C)C2=CC(=CC(=C2)C=2C=NN(C2)C)C2=NN(C=C2)CC)C1)C 5-((S)-2,4-dimethylpiperazin-1-yl)-N-((R)-1-(3-(1-ethyl-1H-pyrazol-3-yl)-5-(1-methyl-1H-pyrazol-4-yl)phenyl)ethyl)-2-methylbenzamide